The molecule is a steroid acid anion that is the conjugate base of (25S)-Delta(4)-dafachronic acid, obtained by deprotonation of the carboxy group; major species at pH 7.3. It is a conjugate base of a (25S)-Delta(4)-dafachronic acid. C[C@H](CCC[C@H](C)C(=O)[O-])[C@H]1CC[C@@H]2[C@@]1(CC[C@H]3[C@H]2CCC4=CC(=O)CC[C@]34C)C